4-(3-cyanophenyl)methylene-2,6-di-tert-butyl-2,5-cyclohexadien-1-one C(#N)C=1C=C(C=CC1)C=C1C=C(C(C(=C1)C(C)(C)C)=O)C(C)(C)C